2-[(3-methylpyrrolidin-3-yl)oxy]pyridine CC1(CNCC1)OC1=NC=CC=C1